2-(2-{[2-(1H-1,3-Benzodiazol-2-yl)ethyl]amino}ethyl)-N-[(3-fluoropyridin-2-yl)methyl]-4-methyl-1,3-thiazole-5-carboxamide N1C(=NC2=C1C=CC=C2)CCNCCC=2SC(=C(N2)C)C(=O)NCC2=NC=CC=C2F